OC1=CC=C(C=C1)[As]([O-])(=O)NC(=O)C para-hydroxyacetaminophenylarsinate